2-(azetidin-1-yl)-N-(2,3,5-trifluoro-4-(3-(1-methyl-1H-pyrazol-4-yl)-1H-pyrazolo[3,4-c]pyridin-5-yl)phenyl)acetamide N1(CCC1)CC(=O)NC1=C(C(=C(C(=C1)F)C=1C=C2C(=CN1)NN=C2C=2C=NN(C2)C)F)F